COC1=C(C(=O)NCC2=CC=C(C=C2)C2=NN3C(NC4=C(CC3)C=C(C=C4)N4CCNCC4)=C2C(=O)N)C=C(C=C1)C 2-(4-((2-methoxy-5-methylbenzamido)methyl)phenyl)-7-(piperazin-1-yl)-9,10-dihydro-4H-benzo[d]pyrazolo[1,5-a][1,3]diazepine-3-carboxamide